C(C)N(C(=O)NC(C(F)(F)F)C1COCCC1)[C@H](C(F)(F)F)C1=NC=C(C(=C1)C=1N=C(C=2N(C1)C=C(N2)C)OC)OC 1-ethyl-1-((S)-2,2,2-trifluoro-1-(5-methoxy-4-(8-methoxy-2-methylimidazo[1,2-a]pyrazin-6-yl)pyridin-2-yl)ethyl)-3-(2,2,2-trifluoro-1-(tetrahydro-2H-pyran-3-yl)ethyl)urea